sodium-titanium oxygen (4-(benzylthio)-5-methyl-1-((2-(trimethylsilyl)ethoxy)methyl)-1H-imidazol-2-yl)(3-chloro-4-fluorophenyl)methyl diisopropylcarbamate C(C)(C)N(C(OC(C1=CC(=C(C=C1)F)Cl)C=1N(C(=C(N1)SCC1=CC=CC=C1)C)COCC[Si](C)(C)C)=O)C(C)C.[O].[Ti].[Na]